CC1(C2=C(N=C(N1)NC1=CC=C(C=C1)N1CCN(CC1)C)SC=C2C)NC2(CC2)C 4,5-dimethyl-N4-(1-methylcyclopropyl)-N2-(4-(4-methylpiperazin-1-yl)phenyl)thieno[2,3-d]pyrimidine-2,4-diamine